[Na]OS(=O)(=O)C=1C=C(C=C(C(=O)O)C1)C(=O)O 5-(sodiosulfo)isophthalic acid